4-amino-1,2,4-triazol-3-one NN1C(NN=C1)=O